O1CCN(CC1)C=1C2=C(N=CN1)NC(=C2)C2=CC=C(C=C2)N2C(NC1(C2=O)CN(CC1)C(C(=C)CN1CCOCC1)=O)=O 3-(4-(4-morpholino-7H-pyrrolo[2,3-d]pyrimidin-6-yl)phenyl)-7-(2-(morpholinomethyl)acryloyl)-1,3,7-triazaspiro[4.4]nonane-2,4-dione